ClC1=C2C=CC=NC2=C(C=C1)OCC(=O)OCC=C allyl (5-chloro-8-quinolinoxy)acetate